1-(5-(4-amino-5-methoxy-6-(trifluoromethyl)nicotinoyl)-2-(4-cyclopropyl-2-hydroxyphenyl)-2,3,4,5,5a,6,8,9-octahydro-7H-1,2,5,7-tetraazabenzo[cd]azulen-7-yl)prop-2-en-1-one NC1=C(C(=NC=C1C(=O)N1CCC=2N(N=C3CCN(CC1C23)C(C=C)=O)C2=C(C=C(C=C2)C2CC2)O)C(F)(F)F)OC